N1(CCOCC1)CC=1C=C2C3=NN(C4=CC=C(OCCCNC(OCC(C1)=C2)=O)C=C34)C3OCCCC3 4-[(morpholin-4-yl)methyl]-19-(oxan-2-yl)-8,14-dioxa-10,19,20-triazatetracyclo[13.5.2.12,6.018,21]tricosa-1(20),2,4,6(23),15,17,21-heptaen-9-one